OC(=O)C(F)(F)F.CC1(CCNCC1)C(=O)N1OCC[C@H]1C=1C=NC=NC1 (4-Methyl-4-piperidyl)-[(3S)-3-pyrimidin-5-ylisoxazolidin-2-yl]methanone TFA salt